NC1=CC(=C(C=C1OC)N1CCC(CC1)CN1CCC2(CCCN(C2)C=2C=C3CN(CC3=CC2F)C2C(NC(CC2)=O)=O)CC1)C=1C=NN(C1)C 5-(9-((1-(4-Amino-5-methoxy-2-(1-methyl-1H-pyrazol-4-yl)phenyl)piperidin-4-yl)methyl)-2,9-diazaspiro[5.5]undecan-2-yl)-2-(2,6-dioxopiperidin-3-yl)-6-fluoroisoindoline